2'-bromo-2,4-dinitro-1,1'-biphenyl BrC1=C(C=CC=C1)C1=C(C=C(C=C1)[N+](=O)[O-])[N+](=O)[O-]